ClC1=C2C(=NC(=N1)CO)N(N=C2)C2=C(C=C(C=C2)F)O 2-[4-chloro-6-(hydroxymethyl)pyrazolo[3,4-d]pyrimidin-1-yl]-5-fluoro-phenol